S1C=NC2=C1C=1C=CC(=CC1OC2)CC(=O)N[C@H]2N(C[C@@H](C2)O)C([C@H](C(C)(C)C)NC(CCCCCC(=O)N2CC1C(C2)CNC1)=O)=O 5-(7-(((2S)-1-((2S,4R)-2-(((4H-chromeno[3,4-d]thiazol-7-yl)methyl)formamido)-4-hydroxypyrrolidin-1-yl)-3,3-dimethyl-1-oxobutan-2-yl)amino)-7-oxoheptanoyl)hexahydropyrrolo[3,4-c]pyrrole